NC1=C(SC=2N=NC(=C(C21)C)C)C(=O)NC2CN(C2)C2=C(C(=CC=C2)F)F 5-amino-N-[1-(2,3-difluorophenyl)azetidin-3-yl]-3,4-dimethylthieno[2,3-c]pyridazine-6-carboxamide